Bis-(4-methyl-phenyl)iodonium hexafluorophosphate F[P-](F)(F)(F)(F)F.CC1=CC=C(C=C1)[I+]C1=CC=C(C=C1)C